N-(1-(1-(piperidin-4-yl)ethyl)-1H-pyrazol-4-yl)-5-(pyrazin-2-yl)isoxazole-3-carboxamide trifluoroacetate FC(C(=O)O)(F)F.N1CCC(CC1)C(C)N1N=CC(=C1)NC(=O)C1=NOC(=C1)C1=NC=CN=C1